C(C)(C)(C)OC(=O)N1C[C@@H](C[C@H](C1)F)NC1=C2C(=C(N=N1)C1=CC=C(C=C1)Cl)C=NC=C2.N(=NC=2SC=CC2)C=2SC=CC2 azothiophene tert-butyl-(3R,5R)-3-((4-(4-chlorophenyl)pyrido[3,4-d]pyridazin-1-yl)amino)-5-fluoropiperidine-1-carboxylate